N-(1-(4-fluorophenyl)-2,4-dimethylpent-4-en-2-yl)-2-methylpropane-2-sulfinamide FC1=CC=C(C=C1)CC(CC(=C)C)(C)NS(=O)C(C)(C)C